(1R)-1-(5-bromothiophen-2-yl)ethylamine hydrochloride Cl.BrC1=CC=C(S1)[C@@H](C)N